NCCC(=O)C(C(C(=O)O)(N)N)C beta-alanyl-diaminobutyric acid